CC(CC(=O)O[C@@H]1[C@H](O[C@@]([C@@H]1O)(C#N)C1=CC=C2C(=NC=NN21)N)COC(C(C)C)=O)C (2R,3S,4R,5R)-5-(4-aminopyrrolo[2,1-f][1,2,4]triazin-7-yl)-5-cyano-4-hydroxy-2-((isobutyryloxy)methyl)tetrahydrofuran-3-yl 3-methylbutanoate